C(C=1C(C(=O)OCCCCCC(C)C)=CC=CC1)(=O)OCCCCCC(C)C Diisooctyl phthalat